Benzyl (3S)-3-(tert-butylamino)pyrrolidine-1-carboxylate C(C)(C)(C)N[C@@H]1CN(CC1)C(=O)OCC1=CC=CC=C1